NC1=C(C=NC(=C1Cl)Cl)C(=O)OCC ethyl 4-amino-5,6-dichloro-pyridine-3-carboxylate